C(=O)O.FC1(CC(C1)CN1C[C@@H](CCC1)NC(CN1N=C(N2C(C1=O)=CC1=C2SC=C1)C(C)C)=O)F (R)-N-(1-((3,3-difluorocyclobutyl)methyl)piperidin-3-yl)-2-(8-isopropyl-5-oxothieno[3',2':4,5]pyrrolo[1,2-d][1,2,4]triazin-6(5H)-yl)acetamide formate salt